C[C@@H]1CCCC(=O)OC1 (R)-5-methyl-e-caprolactone